C(C)OC(=O)C1=CN=C2N1C(=CC=C2I)Cl 5-chloro-8-iodoimidazo[1,2-a]pyridine-3-carboxylic acid ethyl ester